((2-hydroxyethyl)azanediyl)bis(heptane-7,1-diyl) bis(10-methylundecanoate) CC(CCCCCCCCC(=O)OCCCCCCCN(CCCCCCCOC(CCCCCCCCC(C)C)=O)CCO)C